FC=1C=C(C(=O)O)C=C(C1)SC 3-fluoro-5-(methylsulfanyl)benzoic acid